FC(OC=1C=C(C(=C(C1)F)\C=C\[N+](=O)[O-])F)F (E)-5-(difluoromethoxy)-1,3-difluoro-2-(2-nitrovinyl)benzene